[O-]CCCC.[O-]CCCC.CC(CC(C)=O)=O.CC(CC(C)=O)=O bis(2,4-pentanedione) di-n-butoxide